CC1=C(C(=CC=C1)C)C1=NC=2NS(C3=CC=CC(C(N4CCN[C@@H]([C@@H](OC(=C1)N2)C4)CC(C)C)=O)=C3)(=O)=O (16S,17R)-12-(2,6-Dimethylphenyl)-17-(2-methylpropyl)-15-oxa-8λ6-thia-1,9,11,18,22-pentaazatetracyclo[14.4.1.13,7.110,14]tricosa-3(23),4,6,10(22),11,13-hexaene-2,8,8-trione